5-(1-phenylethoxycarbonylamino)pyrimidin C1(=CC=CC=C1)C(C)OC(=O)NC=1C=NC=NC1